adamantan-1-ylethyl malonate (adamantylethyl malonate) C12(CC3CC(CC(C1)C3)C2)CCC(C(=O)O)C(=O)O.C(CC(=O)O)(=O)OCCC23CC1CC(CC(C2)C1)C3